3-(3-hydroxy-2,6-dimethylphenyl)-6-(2-morpholinopyrimidin-5-yl)-7-tosyl-3,7-dihydro-4H-pyrrolo[2,3-d]pyrimidin-4-one OC=1C(=C(C(=CC1)C)N1C=NC2=C(C1=O)C=C(N2S(=O)(=O)C2=CC=C(C)C=C2)C=2C=NC(=NC2)N2CCOCC2)C